C1(=CC=CC=C1)C=CCS phenylallyl mercaptan